1,1'-(8-bromo-5-chloro-2-(methylthio)-4-oxoquinoline-1,3(4H)-diyl)bis(ethan-1-one) BrC=1C=CC(=C2C(C(=C(N(C12)C(C)=O)SC)C(C)=O)=O)Cl